BrC1=CC=2C3=C(C=NC2C=C1F)N(C(C31CN(C1)C)=O)C 8'-Bromo-7'-fluoro-1,3'-dimethylspiro[azetidine-3,1'-pyrrolo[2,3-c]quinolin]-2'(3'H)-one